CNCCCCC1=NC=2NCCCC2C=C1 N-methyl-4-(5,6,7,8-tetrahydro-1,8-naphthyridin-2-yl)butan-1-amine